6-methyl-2-(4-methyl-1-piperidyl)chromen CC=1C=C2C=CC(OC2=CC1)N1CCC(CC1)C